2-(3-(1H-Imidazol-2-yl)-1H-pyrazolo[3,4-b]pyridin-1-yl)-1-(4-(4-chloro-3-methoxyphenyl)piperazin-1-yl)ethan-1-one N1C(=NC=C1)C1=NN(C2=NC=CC=C21)CC(=O)N2CCN(CC2)C2=CC(=C(C=C2)Cl)OC